NC1=CC=C(C=C1)SC1=CC(=C(C=C1)N)C 4-((4-aminophenyl)thio)-2-methylbenzenamine